1-octadecyl-2-heneicosanoyl-glycero-3-phosphocholine C(CCCCCCCCCCCCCCCCC)OCC(OC(CCCCCCCCCCCCCCCCCCCC)=O)COP(=O)([O-])OCC[N+](C)(C)C